2-Amino-7-(cyclopropylmethyl)-9-((2R,3S,4S,5R)-4-fluoro-3-hydroxy-5-(hydroxymethyl)tetrahydrofuran-2-yl)-7,9-dihydro-8H-purin NC1=NC=C2N(CN(C2=N1)[C@@H]1O[C@@H]([C@H]([C@H]1O)F)CO)CC1CC1